(S)-4-(((6,8-dimethyl-4-oxochroman-7-yl)oxy)(pyridin-4-yl)methyl)benzonitrile CC=1C=C2C(CCOC2=C(C1O[C@@H](C1=CC=C(C#N)C=C1)C1=CC=NC=C1)C)=O